[2-(2,4-difluorophenyl)tetrazol-5-yl]-[(1S,4S)-6-methoxy-1-methyl-4-(1-methylpyrazol-4-yl)-3,4-dihydro-1H-isoquinolin-2-yl]methanone FC1=C(C=CC(=C1)F)N1N=C(N=N1)C(=O)N1[C@H](C2=CC=C(C=C2[C@H](C1)C=1C=NN(C1)C)OC)C